(R)-4,4-difluoro-1-(4-methylenepiperidin-1-yl)-3-phenylbutan-1-one FC([C@H](CC(=O)N1CCC(CC1)=C)C1=CC=CC=C1)F